CC/C=C\\C/C=C\\C=C\\C(=O)C/C=C\\C/C=C\\C/C=C\\CCC(=O)[O-] The molecule is an oxodocosahexaenoate that is the conjugate base of (4Z,7Z,10Z,14E,16Z,19Z)-13-oxodocosahexaenoic acid, obtained by deprotonation of the carboxy group; major species at pH 7.3. It is a conjugate base of a (4Z,7Z,10Z,14E,16Z,19Z)-13-oxodocosahexaenoic acid.